C[N+]1=CC=C(C=C1)C(C)=O 1-methyl-4-acetyl-pyridinium